(S)-2-((tert-butoxycarbonyl)amino)-2-(4-methyltetrahydro-2H-pyran-4-yl)acetic acid C(C)(C)(C)OC(=O)N[C@H](C(=O)O)C1(CCOCC1)C